2-Oxo-2-[rac-(2R,5S)-2-(1-isopropylindazol-5-yl)-5-methyl-1-piperidyl]acetamide O=C(C(=O)N)N1[C@H](CC[C@@H](C1)C)C=1C=C2C=NN(C2=CC1)C(C)C |r|